C1=CC=CC=2C3=CC=CC=C3C(C12)COC(=O)NCCO[C@@H]([C@H](C(=O)O)C)CCCCCC (2r,3r)-3-[2-(9H-fluoren-9-ylmethoxycarbonylamino)ethoxy]-2-methyl-nonanoic acid